(4-{[3-(Difluoromethoxy)phenyl]sulfanyl}-2,5-dimethylphenyl)-N-ethyl-N-methylimidoformamide FC(OC=1C=C(C=CC1)SC1=CC(=C(C=C1C)C(N(C)CC)=N)C)F